(R)-2-(4-(6-(4-(1,4-dimethyl-3-oxopiperazin-2-yl)phenylamino)-4-methyl-5-oxo-4,5-dihydropyrazin-2-yl)-3-(hydroxymethyl)pyridin-2-yl)-3,4,6,7,8,9-hexahydropyrazino[1,2-a]indol-1(2H)-one CN1[C@@H](C(N(CC1)C)=O)C1=CC=C(C=C1)NC=1C(N(C=C(N1)C1=C(C(=NC=C1)N1C(C=2N(C=3CCCCC3C2)CC1)=O)CO)C)=O